benzotriazol-1-yloxy-N,N-dimethyl-methyl-ammonium hexachloroantimonate Cl[Sb-](Cl)(Cl)(Cl)(Cl)Cl.N1(N=NC2=C1C=CC=C2)O[N+](C)(C)C